ammonium arsenic [As+3].[NH4+]